OC(C(=O)O)CC1=C(C=C(C(=C1)O)O)O 2-hydroxy-3-(2,4,5-trihydroxyphenyl)propionic acid